BrC1=CN=C(C2=CC(=C(C=C12)C(=O)N)OC)OC[C@H]1NC(C[C@H]1CC)=O 4-Bromo-1-[[(2S,3R)-3-ethyl-5-oxo-pyrrolidin-2-yl]methoxy]-7-methoxy-isoquinoline-6-carboxamide